7-(4-bromo-3-(trifluoromethyl)benzoyl)-3-(4-methoxyphenyl)-2-phenyl-5,6,7,8-tetrahydropyrido[3,4-d]pyrimidin-4(3H)-one BrC1=C(C=C(C(=O)N2CC=3N=C(N(C(C3CC2)=O)C2=CC=C(C=C2)OC)C2=CC=CC=C2)C=C1)C(F)(F)F